NC1=C2C=CC(=CC2=CC=C1)S(=O)(=O)[O-] 5-amino-2-naphthalenesulfonate